The molecule is the simplest member of the class of neoflavans, that is 3,4-dihydro-2H-1-benzopyran substituted by a phenyl group at position 4. C1COC2=CC=CC=C2C1C3=CC=CC=C3